FC1=C(CP(OCC)(OCC)=O)C=CC(=C1)C(F)(F)F Diethyl (2-fluoro-4-(trifluoromethyl)benzyl)phosphonate